azolic acid N1C(=CC=C1)C(=O)O